C(C=C)N1N(C2=NC(=NC=C2C1=O)NC=1C=C2C=NN(C2=CC1)C(C)C)C1=NC(=CC=C1)OC1CCN(CC1)C 2-allyl-6-(1-isopropyl-1H-indazol-5-ylamino)-1-[6-(1-methyl-4-piperidyloxy)-2-pyridyl]-1,2-dihydro-3H-1,2,5,7-tetraazainden-3-one